C(C)(C)(C)OC(=O)N1C[C@@H](N(CC1)C=1C2=C(N=CN1)N(C=C2N2C[C@H](OCC2)C)C2=NC=CC(=C2)C#N)C (S)-4-(7-(4-cyanopyridin-2-yl)-5-((R)-2-methylmorpholino)-7H-pyrrolo[2,3-d]pyrimidin-4-yl)-3-methylpiperazine-1-carboxylic acid tert-butyl ester